NC=1C=C(C=CC1)C1=C(C=C(C=C1)C1=NNCO[C@H]1C)C(F)(F)F (6S)-5-[3'-amino-2-(trifluoromethyl)[1,1'-biphenyl]-4-yl]-6-methyl-3,6-dihydro-2H-1,3,4-oxadiazin